4-((2-((tert-butoxycarbonyl)amino)ethyl)carbamoyl)benzoic acid C(C)(C)(C)OC(=O)NCCNC(=O)C1=CC=C(C(=O)O)C=C1